(E)-3-(4-isopropoxy-3-methoxyphenyl)-N-(isopropylaminomethionyl)acrylamide C(C)(C)OC1=C(C=C(C=C1)/C=C/C(=O)NC([C@@H](NNC(C)C)CCSC)=O)OC